5-phospho-α-D-ribose 1-phosphate P(=O)(O)(O)O[C@@H]1[C@H](O)[C@H](O)[C@H](O1)COP(=O)(O)O